1,3-dimethyl-5-(5-(4-octylphenyl)-1-(prop-1-en-2-yl)pyrazolidin-3-ylidene)pyrimidine-2,4,6(1H,3H,5H)-trione CN1C(N(C(C(C1=O)=C1NN(C(C1)C1=CC=C(C=C1)CCCCCCCC)C(=C)C)=O)C)=O